3,4-DIHYDROXYBENZOAT OC=1C=C(C(=O)[O-])C=CC1O